2-benzyl-1-(tert-butyl)(2S,4S)-4-hydroxy-4-methylpyrrolidine C(C1=CC=CC=C1)[C@@H]1N(C[C@@](C1)(C)O)C(C)(C)C